(4R)-4-methyl-2-(1-methylpyrazolo[3,4-b]pyridin-4-yl)-6-[[(7r,8as)-1,2,3,4,6,7,8,8a-octahydropyrrolo[1,2-a]pyrazin-7-yl]oxy]-3,4-dihydro-1H-isoquinoline C[C@H]1CN(CC2=CC=C(C=C12)O[C@@H]1C[C@@H]2N(CCNC2)C1)C1=C2C(=NC=C1)N(N=C2)C